[(3,5-difluorophenyl)methyl]({2-[(9R)-9-[3-(trifluoromethyl)phenyl]-6-oxaspiro[4.5]decan-9-yl]ethyl})amine FC=1C=C(C=C(C1)F)CNCC[C@]1(CCOC2(CCCC2)C1)C1=CC(=CC=C1)C(F)(F)F